6-chloro-N-[5-chloro-1-(cyclopropylmethyl)-1H-pyrazol-4-yl]-7-[4-(3-methyloxetan-3-yl)piperazin-1-yl]quinazolin-2-amine ClC=1C=C2C=NC(=NC2=CC1N1CCN(CC1)C1(COC1)C)NC=1C=NN(C1Cl)CC1CC1